FC1=C(C(=CC(=C1)C1=NC(=CN=C1)OC)F)N1CC(CC1)CC(=O)OCC Ethyl {1-[2,6-difluoro-4-(6-methoxy-pyrazin-2-yl)-phenyl]-pyrrolidin-3-yl}-acetate